FC1=C(C(=CC=C1)C)N1CCC(CC1)N1C(N(C=2C(C1)=CN(N2)C(CO)(C)C)CC2=C(C=CC=C2)C(F)(F)F)=O 5-[1-(2-fluoro-6-methyl-phenyl)-piperidin-4-yl]-2-(2-hydroxy-1,1-dimethyl-ethyl)-7-(2-trifluoromethyl-benzyl)-2,4,5,7-tetrahydro-pyrazolo[3,4-d]pyrimidin-6-one